2'-(cyclohexylmethyl)-1'-oxo-6'-(2-(trifluoromethyl)phenyl)-1',4'-dihydro-2'H-spiro[cyclopentane-1,3'-isoquinoline]-4'-carboxylic acid C1(CCCCC1)CN1C(C2=CC=C(C=C2C(C12CCCC2)C(=O)O)C2=C(C=CC=C2)C(F)(F)F)=O